BrC1=CC=C(C=C1)N1C(N(CC2(CC2)C1)C=1SC(=C(N1)C)S(=O)(=O)N)=O 2-(7-(4-bromophenyl)-6-oxo-5,7-diazaspiro[2.5]octan-5-yl)-4-methylthiazole-5-sulfonamide